2-(2,4-dioxotetrahydropyrimidin-1(2H)-yl)-5-fluoroisoindoline-1,3-dione O=C1N(CCC(N1)=O)N1C(C2=CC=C(C=C2C1=O)F)=O